C1(=CC=CC=C1)N1N(C(C2=CC=C(C=C12)NC1=NC=CC=C1)=O)C1=CC=CC=C1 1,2-diphenyl-6-(pyridin-2-ylamino)-1,2-dihydro-3H-indazol-3-one